1-(1H-benzo[d]imidazol-5-yl)-5-(2,3-dichlorophenyl)imidazolidin-2-one N1C=NC2=C1C=CC(=C2)N2C(NCC2C2=C(C(=CC=C2)Cl)Cl)=O